(R)-3-(2-(3-acetyl-5-(2-methylpyrimidin-5-yl)-1H-indazol-1-yl)acetyl)-N-(6-bromopyridin-2-yl)thiazolidine-4-carboxamide C(C)(=O)C1=NN(C2=CC=C(C=C12)C=1C=NC(=NC1)C)CC(=O)N1CSC[C@H]1C(=O)NC1=NC(=CC=C1)Br